C(CCCCCCC)SC1=NC=NC(=N1)SCCCCCCCC 2,4-bis(octylthio)-1,3,5-triazine